Potassium 4-(tert-butoxycarbonyl)-3-methylpiperazin C(C)(C)(C)OC(=O)N1C(CNCC1)C.[K]